2-(fluoromethylsulphonamido)thiazole-4-carboxamide FCS(=O)(=O)NC=1SC=C(N1)C(=O)N